S-(3-aminopropyl)thiosulphuric acid NCCCS=S(O)(O)=O